anilino-pyrimidine N(C1=CC=CC=C1)C1=NC=CC=N1